CC1=C(CN2CCN3C2=NC(C2=C3CCN(C2)CC2=CC(=CC=C2)C)=O)C=CC=C1 3-(2-methylbenzyl)-7-(3-methylbenzyl)-2,3,6,7,8,9-hexahydroimidazo[1,2-a]pyrido[3,4-e]pyrimidin-5(1H)-one